9-methyl-4-(pyrimidin-5-yl)-3,4,7,15-tetraazatricyclo[12.3.1.02,6]Octadeca-1(18),2,5,14,16-pentaen-8-one CC1C(NC2=CN(N=C2C=2C=CN=C(CCCC1)C2)C=2C=NC=NC2)=O